FC=1C=C(C=CC1OC1=C(N=CS1)C)N1N=CN(C1=O)C1=C(C=CC(=C1)C)OC 2-{3-fluoro-4-[(4-methyl-1,3-thiazol-5-yl)oxy]phenyl}-4-(2-methoxy-5-methylphenyl)-1,2,4-triazol-3-one